triphenyltin tetrakis(pentafluorophenyl)borate FC1=C(C(=C(C(=C1[B-](C1=C(C(=C(C(=C1F)F)F)F)F)(C1=C(C(=C(C(=C1F)F)F)F)F)C1=C(C(=C(C(=C1F)F)F)F)F)F)F)F)F.C1(=CC=CC=C1)[Sn+](C1=CC=CC=C1)C1=CC=CC=C1